FC=1C=C(C=CC1OC)C(CC(=O)OC(C)(C)C)C=1OC=C(N1)CCCC1(OCCO1)C tert-butyl 3-(3-fluoro-4-methoxyphenyl)-3-(4-(3-(2-methyl-1,3-dioxolan-2-yl)propyl)oxazol-2-yl)propanoate